CN1N=C(C=C1S(=O)(=O)N1CCC2(CC(CO2)NC2CC3(COC3)C2)CC1)C(F)(F)F 8-((1-methyl-3-(trifluoromethyl)-1H-pyrazol-5-yl)sulfonyl)-N-(2-oxaspiro[3.3]hept-6-yl)-1-oxa-8-azaspiro[4.5]decan-3-amine